ClC=1C=2N(C=CC1)N=C(C2)[C@H]2N(CCC1=C2N=CN1)C=1OC(=NN1)C1(CC1)C (S)-2-(4-(4-chloropyrazolo[1,5-a]pyridin-2-yl)-1,4,6,7-tetrahydro-5H-imidazo[4,5-c]pyridin-5-yl)-5-(1-methylcyclopropyl)-1,3,4-oxadiazole